4-(benzyloxy)-N-(1-benzylpiperidin-3-yl)-3,5-dimethoxybenzamide C(C1=CC=CC=C1)OC1=C(C=C(C(=O)NC2CN(CCC2)CC2=CC=CC=C2)C=C1OC)OC